C(C)N1C=C(C=C(C1=O)C)CC(=O)N1C(CC(C1)F)C(=O)NC(C1=CC=CC=C1)C1=NC(=C(C=C1)C(C)C)F 1-[2-(1-ethyl-5-methyl-6-oxo-1,6-dihydropyridin-3-yl)acetyl]-4-fluoro-N-{[6-fluoro-5-(propan-2-yl)pyridin-2-yl](phenyl)methyl}pyrrolidine-2-carboxamide